ClC=1C=C(C=CC1)N1CCN(CC1)C(C(C1=CC=CC=C1)N1C(CCC1=O)=O)=O (2-(4-(3-chlorophenyl)piperazin-1-yl)-2-oxo-1-phenylethyl)pyrrolidine-2,5-dione